FC1([C@H](C1)[C@H](O)C1=CC=2C(=NC(=CC2)C2=CC=3C(N=C2)=NN(C3)C)S1)F (S)-((1R)-2,2-difluorocyclopropyl)(6-(2-methyl-2H-pyrazolo[3,4-b]pyridin-5-yl)thieno[2,3-b]pyridin-2-yl)methanol